tert-butyl 2-(6-chloropyrazolo[3,4-d]pyrimidin-1-yl)-7-azaspiro[3.5]nonane-7-carboxylate ClC1=NC=C2C(=N1)N(N=C2)C2CC1(C2)CCN(CC1)C(=O)OC(C)(C)C